FC=1C=C(C(=O)N(C)OC)C=C(C1F)OC 3,4-difluoro-N,5-dimethoxy-N-methylbenzamide